NC=1N=C(SC1C(=O)C1=CC=C(C=C1)OCC1=CC=CC=C1)NC1=CC=C(C=C1)F [4-amino-2-(4-fluoroanilino)thiazol-5-yl]-(4-benzyloxyphenyl)methanone